1-(3-(4-amino-7-(3-hydroxycyclobutyl)-5-(4-(pyrimidin-2-yloxy)phenyl)-7H-pyrrolo[2,3-d]pyrimidin-6-yl)pyrrolidin-1-yl)prop-2-en-1-one NC=1C2=C(N=CN1)N(C(=C2C2=CC=C(C=C2)OC2=NC=CC=N2)C2CN(CC2)C(C=C)=O)C2CC(C2)O